(S)-N-((S)-1-(5-(2-Fluorophenyl)-1H-imidazol-2-yl)-7-oxononyl)-6-methyl-6-azaspiro[2.5]octan-1-carboxamid FC1=C(C=CC=C1)C1=CN=C(N1)[C@H](CCCCCC(CC)=O)NC(=O)[C@H]1CC12CCN(CC2)C